C(CCCCC(C)(C)C)(=O)[O-] Neononanoat